BrC=1C=C(C=CC1)C(C1CC(C1)CS(=O)(=O)O)C1=NN=CN1C.ClC1=CC2=C(N=C(S2)NC(COC2=C(OC3=CC=CC=C3C2=O)C2=CC=C(C=C2)F)=O)C=C1 N-(6-chlorobenzo[d]thiazol-2-yl)-2-((2-(4-fluorophenyl)-4-oxo-4H-chromen-3-yl)oxy)acetamide 3-((3-bromophenyl)(4-methyl-4H-1,2,4-triazol-3-yl)methyl)cyclobutyl-methanesulfonate